(R)-2-(4-isopropyl-5-(8-methoxy-[1,2,4]triazolo[1,5-a]pyridin-6-yl)-1H-pyrazol-3-yl)-5-(2-methyl-4-propylpiperazin-1-yl)thiazole C(C)(C)C=1C(=NNC1C=1C=C(C=2N(C1)N=CN2)OC)C=2SC(=CN2)N2[C@@H](CN(CC2)CCC)C